BrC=1C(=C(N(C1COC)CCNC(=O)OC(C)(C)C)C(=O)OCC)NC1=C(C(=CC=C1)F)F ethyl 4-bromo-1-(2-((tert-butoxycarbonyl)amino)ethyl)-3-((2,3-difluorophenyl)amino)-5-(methoxymethyl)-1H-pyrrole-2-carboxylate